C(CCCCC)OC=1C=CC=C(C1)O 5-(hexyloxy)phenol